6-(4-acetylpiperazin-1-yl)-N-(2-methoxy-benzyl)-N-methyl-3,4-dihydroisoquinoline-2(1H)-methanesulfonamide C(C)(=O)N1CCN(CC1)C=1C=C2CCN(CC2=CC1)CS(=O)(=O)N(C)CC1=C(C=CC=C1)OC